N1(CCOCC1)CCCN N-[3-(morpholin-4-yl)propyl]amine